(3S,4R,5R)-1-(((R)-1-(2-(trifluoromethyl)pyridin-3-yl)pyrrolidin-3-yl)methyl)piperidine-3,4,5-triol FC(C1=NC=CC=C1N1C[C@H](CC1)CN1C[C@@H](C([C@@H](C1)O)O)O)(F)F